ClC1=CC=C(C=C1)C=1C=CC=C2C=CC=[N+](C12)[O-] 8-(4-chlorophenyl)quinoline-1-oxide